[Li].C(C)(=O)C1=C(S(=O)(=O)O)C=CC(=C1)N acetylsulfanilic acid lithium